trithiophosphite P([S-])([S-])[S-]